3-fluoro-4-((4-nitro-1-((2-(trimethylsilyl)ethoxy)methyl)-1H-pyrazol-3-yl)oxy)pyrrolidine-1-carboxylate FC1CN(CC1OC1=NN(C=C1[N+](=O)[O-])COCC[Si](C)(C)C)C(=O)[O-]